C(C)OC1(OC(C=C1)OCC)C 2,5-diethoxy-2-methyl-2,5-dihydrofuran